N-(4,5-dicyano-2-(4-(2,4-difluorophenoxy)piperidin-1-yl)phenyl)-2-methoxynicotinamide C(#N)C1=CC(=C(C=C1C#N)NC(C1=C(N=CC=C1)OC)=O)N1CCC(CC1)OC1=C(C=C(C=C1)F)F